CC1=NOC(=C1)C(=O)NC[C@H]1C[C@H](CC1)NC=1SC2=C(N1)C=CC(=C2)S(=O)(=O)N2CCOCC2 3-methyl-N-[[(1R,3S)-3-[(6-morpholinosulfonyl-1,3-benzothiazol-2-yl)amino]cyclopentyl]methyl]isoxazole-5-carboxamide